C(C)C=1C=CC(=C2NC(C(NC12)=NNC(C)=O)(C)C)F N'-(8-ethyl-5-fluoro-3,3-dimethyl-3,4-dihydroquinoxalin-2(1H)-ylidene)acetohydrazide